FC=1C2=C(C=C3C=NNC13)N(C(=C2)C2CCOCC2)C2=CC=C(C=C2)F 8-fluoro-5-(4-fluorophenyl)-6-tetrahydropyran-4-yl-1H-pyrrolo[2,3-f]indazole